C(C)(CC)C1=NNC(=C1)C(C)CC 3,5-di-sec-butylpyrazole